FC(C(OCCOCC(F)F)F)F 1,1,2-trifluoro-2-(2-(2,2-difluoroethoxy)ethoxy)ethane